6-(1H-indazol-6-yl)-N-(4-morpholinophenyl)imidazo[1,2-a]pyrazin-8-amine N1N=CC2=CC=C(C=C12)C=1N=C(C=2N(C1)C=CN2)NC2=CC=C(C=C2)N2CCOCC2